CC1=CN=C(S1)C1=CC(=CC2=C1OCCN2CC2COCC2)C(=O)N[C@H](C)C=2C=NC(=NC2)C(F)(F)F 8-(5-methylthiazol-2-yl)-4-((tetrahydrofuran-3-yl)methyl)-N-((R)-1-(2-(trifluoromethyl)pyrimidin-5-yl)ethyl)-3,4-dihydro-2H-benzo[b][1,4]oxazine-6-carboxamide